(S)-6-(1-(4,4-difluorocyclohexyl)-5-(1,4-dimethyl-1H-1,2,3-triazol-5-yl)-1H-benzo[d]imidazol-2-yl)-1-(3-fluoro-4-methoxyphenyl)piperidin-2-one FC1(CCC(CC1)N1C(=NC2=C1C=CC(=C2)C2=C(N=NN2C)C)[C@@H]2CCCC(N2C2=CC(=C(C=C2)OC)F)=O)F